BrC1=C(C(=CC(=C1)OC)C#C)C1=CCCC1 1-bromo-2-(cyclopent-1-en-1-yl)-3-ethynyl-5-methoxybenzene